2-chloro-N1-(4-chloro-3-(pyridin-2-yl)phenyl)-N-(4,5-dihydrothiazol-2-yl)terephthalamide ClC1=C(C(=O)N(C=2SCCN2)C2=CC(=C(C=C2)Cl)C2=NC=CC=C2)C=CC(=C1)C(=O)N